C(=C)[Si](OC(=C)C)(OC(=C)C)OC(=C)C vinyltris[(1-methylvinyl)oxy]silane